FC(C(=O)O)(F)F.O=C1C=2C(=CC(=NC2C=CN1)NC(=O)C1CC1)NC1=CC(=CC=C1)C=1C=NN(C1)C1CCOCC1 N-(5-oxo-4-((3-(1-(tetrahydro-2H-pyran-4-yl)-1H-pyrazol-4-yl)phenyl)amino)-5,6-dihydro-1,6-naphthyridin-2-yl)cyclopropanecarboxamide Trifluoroacetic Acid Salt